C1(=CC=CC=C1)C=1N=C(NC1C1=CC=CC=C1)C1=CSC=C1 4,5-diphenyl-2-(3-thienyl)imidazole